O1CCC(=CC1)C1C(C2CCC1O2)C(=O)N 3-(3,6-dihydro-2H-pyran-4-yl)-7-oxabicyclo[2.2.1]heptane-2-carboxamide